[Si](C)(C)(C(C)(C)C)OCCCN(C=1SC(=C(N1)C(=O)OCC)CCCOC1=C(C=C(C=C1)C#CCN(C)C)F)C=1N=NC(=C(C1)C)Cl ethyl 2-[3-[tert-butyl(dimethyl)silyl]oxypropyl-(6-chloro-5-methyl-pyridazin-3-yl)amino]-5-[3-[4-[3-(dimethylamino)prop-1-ynyl]-2-fluoro-phenoxy]propyl]thiazole-4-carboxylate